rac-dimethylsilyl-bis(indenyl)zirconium C[SiH](C)[Zr](C1C=CC2=CC=CC=C12)C1C=CC2=CC=CC=C12